CC1=NC(=CC(=C1)N1CCN(CC1)S(=O)(=O)C1=CC=C(C=C1)NC(C1=C(C=CC=C1)N(S(=O)(=O)C)C)=O)C N-(4-((4-(2,6-dimethylpyridin-4-yl)piperazin-1-yl)sulfonyl)phenyl)-2-(N-methylmethylsulfonamido)benzamide